2-[6-[7-Bromo-5-[(3,3,3-trifluoropropyl)thio]-3H-1,2,3-triazolo[4,5-d]-pyrimidin-3-yl]-tetrahydro-2,2-dimethyl-4H-cyclopenta-1,3-dioxol-4-yloxy]ethanol BrC=1C2=C(N=C(N1)SCCC(F)(F)F)N(N=N2)C2CC(C1C2OC(O1)(C)C)OCCO